C1(=CC=CC=C1)C1C2=CC=CC=C2C2=NC=3CCCCC3C(=C21)C(F)(F)F 11-Phenyl-10-(trifluoromethyl)-7,8,9,11-tetrahydro-6H-indeno[1,2-b]quinoline